CC(CC1=CC=CC=C1)(C)C(C(=O)O)CC.CC(C(=O)OC(C1=CC=CC=C1)(C)C)CC dimethylbenzyl methylbutyrate (2-methyl-1-phenylprop-2-yl butyrate)